cyclopentyl-(trimethylsilylmethyl)dimethoxysilane C1(CCCC1)[Si](OC)(OC)C[Si](C)(C)C